NC1=C(C=C(OC2=CC=C(C=C2)C2=CC=C(C=C2)OC2=CC(=C(C=C2)N)C(F)(F)F)C=C1)C(F)(F)F 4,4'-bis(4-amino-3-trifluoromethylphenoxy)biphenyl